O[C@@H]1[C@H](O)[C@H](O)[C@@H](O1)[C@@H](O)C 6-deoxy-β-L-mannofuranose